glycerol Triacrylate C(C=C)(=O)OCC(OC(C=C)=O)COC(C=C)=O